CC(CNC1=CC=CC=C1)(C(C)(C)C)C N-(2,2,3,3-tetramethyl-butyl)aniline